6-(4-formyl-2-methyl-1H-imidazol-1-yl)-4-methoxypyridine-3-carbonitrile C(=O)C=1N=C(N(C1)C1=CC(=C(C=N1)C#N)OC)C